Tert-Butyl ((5-(isoxazol-3-yl)isochroman-1-yl)methyl)carbamate O1N=C(C=C1)C1=C2CCOC(C2=CC=C1)CNC(OC(C)(C)C)=O